O1C=NC2=C1C=CC(=C2)OC2=C(C=C(C=C2)NC=2C1=C(N=CN2)C=CC(=N1)C=1CCN(CC1)C(=O)OC(C)(C)C)C tert-butyl 4-(4-((4-(benzo[d]oxazol-5-yloxy)-3-methylphenyl)amino)pyrido[3,2-d]pyrimidin-6-yl)-3,6-dihydropyridine-1(2H)-carboxylate